N-cyclopropyl-4-[[5-[5-(2-hydroxy-2-methyl-propoxy)-2-methyl-4-pyridyl]pyrazolo[1,5-a]pyridin-2-yl]amino]-2,6-dimethoxy-benzamide C1(CC1)NC(C1=C(C=C(C=C1OC)NC1=NN2C(C=C(C=C2)C2=CC(=NC=C2OCC(C)(C)O)C)=C1)OC)=O